methyl bromopyrrolate BrC1=C(NC=C1)C(=O)OC